ClC=1C=NN(C1C(=O)NC1=NC=C(C=C1C)C#CC1=CC=C(C=C1)F)CC1CN(CCO1)C(CC)=O 4-chloro-N-(5-((4-fluorophenyl)ethynyl)-3-methylpyridin-2-yl)-1-((4-propionylmorpholin-2-yl)methyl)-1H-pyrazole-5-carboxamide